CN1CCN(CC1)C(=O)C=1C(=CC(NC1)=O)C1=CC=CC=C1 5-(4-methylpiperazine-1-carbonyl)-4-phenylpyridin-2(1H)-one